NCCC[Si](OCC(OC)(OC)OC)(OCC)OCC aminopropyl-trimethoxy(triethoxy)silane